C=1SC=C2C1C=CC=C2 2-benzothiophene